BrC1=C(C=C(C=C1)[N+](=O)[O-])C(OC)OC 1-bromo-2-(dimethoxymethyl)-4-nitrobenzene